4-[2,3-difluoro-4-(4,4,5,5-tetramethyl-1,3,2-dioxaborolan-2-yl)phenyl]-3-fluoro-1-(2-methoxyethyl)pyrazole FC1=C(C=CC(=C1F)B1OC(C(O1)(C)C)(C)C)C=1C(=NN(C1)CCOC)F